1,5-diazabicyclo[4.3.0]non-5-ene propionate C(CC)(=O)O.N12CCCN=C2CCC1